1-(3-(((3-(dimethylamino) propoxy) carbonyl) oxy) pentadecyl) 10-octyl sebacate C(CCCCCCCCC(=O)OCCCCCCCC)(=O)OCCC(CCCCCCCCCCCC)OC(=O)OCCCN(C)C